C1(CC1)C=1N(C(=C(N1)C=1C=C2CN(C(C2=CC1)=O)C1C(NC(CC1)=O)=O)C=1C=NN(C1)C)C 3-(5-(2-Cyclopropyl-1-methyl-5-(1-methyl-1H-pyrazol-4-yl)-1H-imidazol-4-yl)-1-oxoisoindolin-2-yl)piperidine-2,6-dione